CC1=CC(=NO1)C(=O)OCCN1N=C(C=2C(NCC3(CCOCC3)CC21)=O)CC 2-(3-ethyl-4-oxo-spiro[6,8-dihydro-5H-pyrazolo[4,3-c]azepine-7,4'-tetrahydropyran]-1-yl)ethyl 5-methylisoxazole-3-carboxylate